5-morpholino-pyrazine-2-carboxamide O1CCN(CC1)C=1N=CC(=NC1)C(=O)N